C[SiH](OCCCOCC)C(C1=CC=CC=C1)O methyl-(hydroxybenzyl)ethoxypropoxysilane